1,3-bis(2',6'-diisopropylphenyl)-5,5-dimethyl-4-oxohexahydropyrimidine C(C)(C)C1=C(C(=CC=C1)C(C)C)N1CN(C(C(C1)(C)C)=O)C1=C(C=CC=C1C(C)C)C(C)C